(4,6-di((3-(trifluoromethyl) phenyl) amino)-1,3,5-triazin-2-yl) aminopiperidine-1-carboxylate NC1N(CCCC1)C(=O)OC1=NC(=NC(=N1)NC1=CC(=CC=C1)C(F)(F)F)NC1=CC(=CC=C1)C(F)(F)F